[(7-[[2-fluoro-4-(pyrazol-1-yl)phenyl]amino]-1,6-naphthyridin-2-yl)[(1s,4s)-4-(methylamino)cyclohexyl]amino]acetic acid FC1=C(C=CC(=C1)N1N=CC=C1)NC1=NC=C2C=CC(=NC2=C1)N(C1CCC(CC1)NC)CC(=O)O